tetramethyl-ammonium hydroxide salt [OH-].C[N+](C)(C)C